7-[4-(methylamino)-5-(4,4,5,5-tetramethyl-1,3,2-dioxaborolan-2-yl)pyridin-2-yl]pyrrolo[1,2-b]pyridazine-3-carbonitrile CNC1=CC(=NC=C1B1OC(C(O1)(C)C)(C)C)C1=CC=C2N1N=CC(=C2)C#N